ClC=1C(=NC(=NC1)C(=O)N[C@@H]1C(N(C2=C(OC1)C=C(C=N2)F)C)=O)C2=CC(=C(C(=C2)F)CO)F (S)-5-chloro-4-(3,5-difluoro-4-(hydroxymethyl)phenyl)-N-(8-fluoro-5-methyl-4-oxo-2,3,4,5-tetrahydropyrido[3,2-b][1,4]oxazepin-3-yl)pyrimidine-2-carboxamide